3-(((tert-butyldiphenylsilyl)oxy)methyl)-3,4-dihydro-2H-pyrido[3,2-b][1,4]oxazine [Si](C1=CC=CC=C1)(C1=CC=CC=C1)(C(C)(C)C)OCC1NC2=C(OC1)C=CC=N2